O1CCC(CC1)NC(=O)[C@H]1CC12CCN(CC2)C(=O)[O-] (S)-1-((tetrahydro-2H-pyran-4-yl)carbamoyl)-6-azaspiro[2.5]octan-6-carboxylat